8-bromo-4-oxo-3,4-dihydro-1H-pyrano[3,4-b]quinoline-3-carboxylic acid BrC1=CC=C2C=C3C(=NC2=C1)COC(C3=O)C(=O)O